1-(oxan-2-yl)pyrazole Trilithium phosphat P(=O)([O-])([O-])[O-].[Li+].[Li+].[Li+].O1C(CCCC1)N1N=CC=C1